dec-8-en-3-carboxamide CCC(CCCCC=CC)C(=O)N